17α-acetoxy-11β,15β-dihydroxy-6α-methylpregn-4-ene-3,20-dione C(C)(=O)O[C@]1(C(C)=O)C[C@H]([C@H]2[C@@H]3C[C@@H](C4=CC(CC[C@]4(C)[C@H]3[C@H](C[C@]12C)O)=O)C)O